1,1,2,2,3,3,4,4,5,5,6,6-Dodecafluorohexane FC(C(C(C(C(C(F)F)(F)F)(F)F)(F)F)(F)F)F